tert-Butyl 2-ethynyl-4-[(3R)-3-methylmorpholin-4-yl]-6,8-dihydro-5H-pyrido[3,4-d]pyrimidine-7-carboxylate C(#C)C=1N=C(C2=C(N1)CN(CC2)C(=O)OC(C)(C)C)N2[C@@H](COCC2)C